(2S,5S)-2-((8-(2,6-dichloro-4-fluorophenyl)chroman-5-yl)methyl)-5-isopropyl-3,6-dimethoxy-2,5-dihydropyrazine ClC1=C(C(=CC(=C1)F)Cl)C=1C=CC(=C2CCCOC12)C[C@@H]1N=C([C@@H](N=C1OC)C(C)C)OC